C(C)(C)(C)C1=NC(=NO1)C(=O)N[C@@H]1C2=C(CN(CC1)CC(F)(F)F)C=C(C=C2)C2=NC=NC(=N2)NC=2C=NN(C2)C (S)-5-(tert-butyl)-N-(8-(4-((1-methyl-1H-pyrazol-4-yl)amino)-1,3,5-triazin-2-yl)-2-(2,2,2-trifluoroethyl)-2,3,4,5-tetrahydro-1H-benzo[c]azepin-5-yl)-1,2,4-oxadiazole-3-carboxamide